7-Chloro-6-fluoro-4-[(p-methoxyphenyl)methyl]-3,4-dihydro-2H-1,4-benzoxazine-5-carboxylic acid ClC=1C=C2C(N(CCO2)CC2=CC=C(C=C2)OC)=C(C1F)C(=O)O